1-(3,4-dichlorophenyl)cyclopropane-1-carboxylic acid ClC=1C=C(C=CC1Cl)C1(CC1)C(=O)O